NC1=CC=C(C=N1)N1C=C(C(C2=CC(=C(C=C12)N1[C@H](CCC1)COC1=NC=CC=C1F)Cl)=O)C(=O)O 1-(6-Aminopyridin-3-yl)-6-chloro-7-[(2R)-2-{[(3-fluoropyridin-2-yl)oxy]methyl}pyrrolidin-1-yl]-4-oxoquinoline-3-carboxylic acid